C(C(=C)C)(=O)OCCP(O)=O β-methacryloyloxyethylphosphinic acid